difluoromethyltrimethylsilane FC(F)[Si](C)(C)C